3-(N-(2-oxo-2-((2-(phenylthio)phenyl)amino)ethyl)methylsulfonamido)benzoic acid O=C(CN(S(=O)(=O)C)C=1C=C(C(=O)O)C=CC1)NC1=C(C=CC=C1)SC1=CC=CC=C1